ClC=1C(=NC(=C(C1)Cl)OC1=C(C=CC=C1)O)C1CCCC=2N1C(NN2)=O [3,5-dichloro-6-(2-hydroxyphenoxy)-2-pyridinyl]-5,6,7,8-tetrahydro-[1,2,4]triazolo[4,3-a]pyridin-3-one